FC(C(=O)O)(F)F.FC(C(=O)O)(F)F.FC1=C(C=CC(=C1)CN1CCOCC1)NC1=NC(=C2C(=N1)N(N=C2C=2C=C1C=CNC1=CC2)C(C)C)N N6-[2-fluoro-4-(4-morpholinylmethyl)phenyl]-3-(1H-indol-5-yl)-1-isopropyl-1H-pyrazolo[3,4-d]pyrimidine-4,6-diamine di(trifluoroacetate)